methyl-chromene-2-one CC=1C(OC2=CC=CC=C2C1)=O